O=C1C(C=NC=C1)C(=O)N 4-oxo-pyridine-3-carboxamide